2-[(2E)-2-(aminomethyl)-3-fluoroprop-2-en-1-yl]-4-({5-[5-methyl-6-(morpholin-4-yl)pyridin-3-yl]thiophen-2-yl}methyl)-2,4-dihydro-3H-1,2,4-triazol-3-one NC/C(/CN1N=CN(C1=O)CC=1SC(=CC1)C=1C=NC(=C(C1)C)N1CCOCC1)=C\F